ClC1=CC(=NC=2N1N=CN2)CC 7-chloro-5-ethyl-[1,2,4]triazolo[1,5-a]pyrimidine